(3s,5s)-3-aminomethyl-5-methyl-7-phenoxy-heptanoic acid NC[C@H](CC(=O)O)C[C@@H](CCOC1=CC=CC=C1)C